OCCSCCOC(C1=CC=C(C(=O)OCCSCCO)C=C1)=O di[2-(2-hydroxyethylthio)ethyl]terephthalate